1-(7-chloro-6-fluoro-9-methoxy-1,3,4,5-tetrahydro-2H-pyrrolo[3,2-c:4,5-c']dipyridin-2-yl)-2-hydroxyethan-1-one ClC=1C(=C2C(=C(N1)OC)C=1CN(CCC1N2)C(CO)=O)F